N-(4-((3-chloro-4-fluorophenyl)amino)-7-(3-(4-(4-((2-(2,6-dioxopiperidin-3-yl)-1,3-dioxoisoindolin-4-yl)amino)butyl)piperazin-1-yl)propoxy)quinazolin-6-yl)acrylamide ClC=1C=C(C=CC1F)NC1=NC=NC2=CC(=C(C=C12)NC(C=C)=O)OCCCN1CCN(CC1)CCCCNC1=C2C(N(C(C2=CC=C1)=O)C1C(NC(CC1)=O)=O)=O